(S)-3-(3-(4-hydroxy-1,5-dimethyl-2-oxo-1,2-dihydropyridin-3-yl)ureido)-3-(3'-(trifluoromethoxy)biphenyl-3-yl)propionic acid OC1=C(C(N(C=C1C)C)=O)NC(N[C@@H](CC(=O)O)C=1C=C(C=CC1)C1=CC(=CC=C1)OC(F)(F)F)=O